(3S,7S,14R)-14-((1H-indol-3-yl)methyl)-5,13,16-trioxo-4,6,12,15-tetraazaoctadecane-1,3,7,18-tetracarboxylic acid N1C=C(C2=CC=CC=C12)C[C@H](C(NCCCC[C@H](NC(N[C@@H](CCC(=O)O)C(=O)O)=O)C(=O)O)=O)NC(CCC(=O)O)=O